9-bromo-2-(3-hydroxypropyl)-1H-xantheno[2,1,9-def]isoquinoline-1,3(2H)-dione BrC1=CC=C2OC=3C=CC=4C(N(C(C5=CC=C(C3C45)C2=C1)=O)CCCO)=O